C(C)(C)(C)OC(=O)N1CCC(CC1)NC1=CC(=NC=N1)C(=O)O 6-((1-(tert-butyloxycarbonyl)piperidin-4-yl)amino)pyrimidine-4-carboxylic acid